amino tert-butylcarbamate C(C)(C)(C)NC(ON)=O